N-((1'S,2'R,3'S)-2'-formyl-5'-isobutyl-3',4'-dihydro-[1,1':3',1''-terphenyl]-1'(2'H)-yl)-4-methylbenzenesulfonamide C(=O)[C@H]1[C@@](C=C(C[C@@H]1C1=CC=CC=C1)CC(C)C)(C1=CC=CC=C1)NS(=O)(=O)C1=CC=C(C=C1)C